C(CCCCCCCCCCCCCCC)(=O)OC[C@@H](OC(CCCCCCCCC(CC(CCCCCCCCCCC)=O)=O)=O)COP(=O)(O)OCCN 1-palmitoyl-2-(10,12-tricosanedionoyl)-sn-glycero-3-phosphoethanolamine